ClCC1=CC=C(CN2C(CCC2)=O)C=C1 1-(4-(chloromethyl)benzyl)pyrrolidin-2-one